(1-(4-bromo-3-fluorophenyl)cyclopropyl)carbamic acid tert-butyl ester C(C)(C)(C)OC(NC1(CC1)C1=CC(=C(C=C1)Br)F)=O